ClC=1C(=NC(=NC1)NC1=C(C=C2C(CN(CC2=C1)C)(C)C)OC)NC=1C=CC=C2CNC(C12)=O 7-((5-chloro-2-((6-methoxy-2,4,4-trimethyl-1,2,3,4-tetrahydroisoquinolin-7-yl)amino)pyrimidin-4-yl)amino)isoindolin-1-one